1-benzyl-5-oxopyrrolidine-3-carboxylate C(C1=CC=CC=C1)N1CC(CC1=O)C(=O)[O-]